2-{2-[(2E)-3-(methoxycarbonyl)prop-2-enoyloxy]acetylamino}acetic acid COC(=O)/C=C/C(=O)OCC(=O)NCC(=O)O